CNC(C1=CC(=C(C(=O)N)C=C1)N1CCC2(CC2)CC1)=O N4-methyl-2-(6-azaspiro[2.5]octan-6-yl)terephthalamide